COC1=NC=C(C=C1C(=O)N)NC(C(=O)N1[C@H](CC[C@@H](C1)C)C=1C=CC2=C(N=C(S2)C(F)(F)F)C1)=O |o1:16,19| Rel-2-methoxy-5-[[2-[(2R,5S)-5-methyl-2-[2-(trifluoromethyl)-1,3-benzothiazol-5-yl]-1-piperidyl]-2-oxo-acetyl]amino]pyridine-3-carboxamide